FC=1C(=C(C=CC1F)[C@H]1[C@@H](O[C@]([C@H]1C)(C(F)(F)F)C)C(=O)NC=1C=NC(=CC1)C(COC)O)OCCOC |o1:8,9,11,12| rel-(2R,3S,4S,5R)-3-(3,4-difluoro-2-(2-methoxyethoxy)phenyl)-N-(6-(1-hydroxy-2-methoxyethyl)pyridin-3-yl)-4,5-dimethyl-5-(trifluoromethyl)tetrahydrofuran-2-carboxamide